C1(=CC=CC=C1)[Si](C=1C=C(C=CC1)N1C2=CC=CC=C2C=2C=C(C=CC12)N1C2=CC=CC=C2C=2C=CC=CC12)(C1=CC=CC=C1)C1=CC=CC=C1 9-[3-(triphenylsilyl)phenyl]-3,9'-BI-9H-carbazole